2-[4-[4-(2-hydroxyethoxy)-3,5-di(naphthalen-1-yl)phenyl]sulfanyl-2,6-di(naphthalen-1-yl)phenoxy]ethanol OCCOC1=C(C=C(C=C1C1=CC=CC2=CC=CC=C12)SC1=CC(=C(OCCO)C(=C1)C1=CC=CC2=CC=CC=C12)C1=CC=CC2=CC=CC=C12)C1=CC=CC2=CC=CC=C12